D(+)-galactosamine C([C@@H]1[C@@H]([C@@H]([C@H](C(O1)O)N)O)O)O